ClC1=C(C=C(C=C1)C(=O)N1CCC(CC1)CCCNC)N1C(NC(CC1)=O)=O 1-(2-chloro-5-(4-(3-(methylamino)propyl)piperidine-1-carbonyl)phenyl)dihydropyrimidine-2,4(1H,3H)-dione